N-methyl-N-(4-(methyl-d3)-5-(methylsulfinyl)thiazol-2-yl)acetamide CN(C(C)=O)C=1SC(=C(N1)C([2H])([2H])[2H])S(=O)C